tert-butyl 3-((1,1-dioxido-2,3-dihydrothiophen-3-yl)((2-methoxypyridin-4-yl)methyl)carbamoyl)-6-(4-fluorophenyl)indoline-1-carboxylate O=S1(CC(C=C1)N(C(=O)C1CN(C2=CC(=CC=C12)C1=CC=C(C=C1)F)C(=O)OC(C)(C)C)CC1=CC(=NC=C1)OC)=O